CN(C(CCC1=CN=C(N1COCC[Si](C)(C)C)NC1=NC2=CC=CC=C2C(=N1)C)=O)C N,N-dimethyl-3-(2-((4-methylquinazolin-2-yl)amino)-1-((2-(trimethylsilyl)ethoxy)methyl)-1H-imidazol-5-yl)propanamide